FC1(CC[C@H](N(C1)C(=O)OC(C)(C)C)CO)F tert-butyl (2S)-5,5-difluoro-2-(hydroxymethyl)piperidine-1-carboxylate